3-(4-(3-(2-(4-(8-(7-Acetyl-3-ethyl-5,6,7,8-tetrahydroimidazo[1,5-a]pyrazin-1-yl)isoquinolin-3-yl)-1H-pyrazol-1-yl)ethoxy)prop-1-yn-1-yl)-1-oxoisoindolin-2-yl)piperidine-2,6-dione C(C)(=O)N1CC=2N(CC1)C(=NC2C=2C=CC=C1C=C(N=CC21)C=2C=NN(C2)CCOCC#CC2=C1CN(C(C1=CC=C2)=O)C2C(NC(CC2)=O)=O)CC